C(C1=CC=CC=C1)N1CC2(C1)CCC(CC2)N2CC1=C(C=C(C=C1CC2)C(=O)NO)F 2-(2-benzyl-2-azaspiro[3.5]nonan-7-yl)-8-fluoro-3,4-dihydro-1H-isoquinoline-6-carbohydroxamic acid